FC1=CC=C(C=C1)C(C)C1=CC=NC=C1 4-(1-(4-fluorophenyl)ethyl)pyridine